2-(3-{[(2R)-5,5-dimethyl-1,4-dioxan-2-yl]methoxy}pyridin-4-yl)-3-(3-fluoro-2-methoxyanilino)-1,5,6,7-tetrahydro-4H-pyrrolo[3,2-c]pyridin-4-one CC1(OC[C@H](OC1)COC=1C=NC=CC1C1=C(C=2C(NCCC2N1)=O)NC1=C(C(=CC=C1)F)OC)C